COC1=CC=C(C=C1)N1C(N(C(NC1=O)=O)C1=CC=C(C=C1)OC1=CC=CC=C1)=O 1-(4-methoxyphenyl)-3-(4-phenoxyphenyl)-1,3,5-triazinane-2,4,6-trione